Z-N'-isobutyryl-3-(3-(3-(pentafluoro-sulfaneyl)-5-(trifluoromethyl)phenyl)-1H-1,2,4-triazol-1-yl)acrylohydrazide C(C(C)C)(=O)NNC(\C=C/N1N=C(N=C1)C1=CC(=CC(=C1)C(F)(F)F)S(F)(F)(F)(F)F)=O